FC=1C=C2C(NN=C(C2=CC1F)[C@H](C)N(C(=O)C1=CC=C2C=NNC2=C1)C)=O (S)-N-(1-(6,7-difluoro-4-oxo-3,4-dihydrophthalazin-1-yl)ethyl)-N-methyl-1H-indazole-6-carboxamide